C(C)(C)C1=C(C(=CC=C1)C(C)C)[Mo+](C1=CC=CC=C1)(C(C)(C)C)=N 2,6-diisopropylphenyl-iminot-butylphenyl-molybdenum (VI)